O=C1C=CC2=C(N=C(N=C2)N[C@@H](C)C2=CC=C(C=C2)C2(CCOCC2)N2CCN(CC2)C(=O)OC2=CC=CC=C2)N1C(C)C phenyl 4-(4-{4-[(1S)-1-{[7-oxo-8-(propan-2-yl)-7,8-dihydropyrido[2,3-d]pyrimidin-2-yl]amino}ethyl]phenyl}tetrahydro-2H-pyran-4-yl)piperazine-1-carboxylate